2-((6-(difluoromethyl)pyrimidin-4-yl)amino)-4-((2-methoxyethyl)(4-(5,6,7,8-tetrahydro-1,8-naphthyridin-2-yl)butyl)amino)butanoic acid FC(C1=CC(=NC=N1)NC(C(=O)O)CCN(CCCCC1=NC=2NCCCC2C=C1)CCOC)F